COC1=CC=C(C=C1)C=1N=CNC(C1C#N)=O 4-(4-methoxyphenyl)-6-oxo-1,6-dihydropyrimidine-5-carbonitrile